C(C)(C)(C)C1=CC=C(C=C1)C=1OC(C(N1)=CC1=C(N=CS1)C)=O 2-(4-(tert-butyl)phenyl)-4-((4-methylthiazol-5-yl)methylene)oxazol-5(4H)-one